(1R,2R,5S)-2-((6-(5-((((cyclobutylmethyl)(methyl)carbamoyl)oxy)methyl)-1-methyl-1H-1,2,3-triazol-4-yl)-2-methylpyridin-3-yl)oxy)bicyclo[3.1.0]hexane-6-carboxylic Acid C1(CCC1)CN(C(=O)OCC1=C(N=NN1C)C1=CC=C(C(=N1)C)O[C@H]1[C@H]2C([C@H]2CC1)C(=O)O)C